C(C)(C)(C)OC(=O)N1C[C@@H]2COC3=C(CN2CC1)C=C(C(=C3F)Br)OC (12aR)-9-bromo-10-fluoro-8-methoxy-3,4,12,12a-tetrahydro-6H-pyrazino[2,1-c][1,4]benzooxazepine-2(1H)-carboxylic acid tert-butyl ester